CC1(OB(OC1(C)C)C1=C(C2=C(SC=C2)C=C1)O)C 5-(4,4,5,5-tetramethyl-1,3,2-dioxaborolan-2-yl)benzo[b]thiophen-4-ol